4-((1-(3-chlorophenyl)cyclopropyl)amino)-6-(3,5-dimethylisoxazol-4-yl)-N-(1,1-dioxidotetrahydro-2H-thiopyran-4-yl)quinazoline-2-carboxamide ClC=1C=C(C=CC1)C1(CC1)NC1=NC(=NC2=CC=C(C=C12)C=1C(=NOC1C)C)C(=O)NC1CCS(CC1)(=O)=O